NC1=C(C=CC2=CC(=CC=C12)S(=O)(=O)O)OCC 1-Amino-2-ethoxy-6-naphthalenesulfonic acid